N1=CC=CC2=CC(=CC=C12)C1=CN=CN1 5-(quinolin-6-yl)-1H-imidazol